ClC1=CC=C(CN1C(C)C)N[C@H](C)C=1C=C(C=C2C(C(=C(OC12)C1=CC(=NC=C1)OC)C)=O)C (R)-6-chloro-N-isopropyl-3-((1-(2-(2-methoxypyridin-4-yl)-3,6-dimethyl-4-oxo-4H-chromen-8-yl)ethyl)amino)pyridine